(E)-methyl 3-(3-(2,6-dimethylphenyl)-2-ethyl-7-methoxy-4-oxo-3,4-dihydroquinazolin-6-yl)acrylate CC1=C(C(=CC=C1)C)N1C(=NC2=CC(=C(C=C2C1=O)/C=C/C(=O)OC)OC)CC